3'-formyl-4'-hydroxy-4-(1-methyl-1H-pyrazol-3-yl)-2-(4-(4-methyl-4H-1,2,4-triazol-3-yl)piperidin-1-yl)-[1,1'-biphenyl]-3-carbonitrile C(=O)C=1C=C(C=CC1O)C1=C(C(=C(C=C1)C1=NN(C=C1)C)C#N)N1CCC(CC1)C1=NN=CN1C